(S)-1-(3-((8-fluoro-4-(4-(trifluoromethyl)phenyl)phthalazin-1-yl)amino)pyrrolidin-1-yl)prop-2-en-1-one FC=1C=CC=C2C(=NN=C(C12)N[C@@H]1CN(CC1)C(C=C)=O)C1=CC=C(C=C1)C(F)(F)F